FC=1C=C2CN(CC2=CC1)C1=NC=2C(=CC(=CC2C=2N1C=NN2)C)C(C)NC2=C(C(=O)O)C=CC=C2 2-((1-(5-(5-fluoroisoindolin-2-yl)-9-methyl-[1,2,4]triazolo[4,3-c]quinazolin-7-yl)ethyl)amino)benzoic acid